N-{5-azaspiro[2.4]Heptane-7-yl}carbamic acid tert-butyl ester C(C)(C)(C)OC(NC1CNCC12CC2)=O